COC=1C=2N(C(=CC1)C(=O)OC)C=CN2 methyl 8-methoxyimidazo[1,2-a]pyridine-5-carboxylate